CN(CCCCNC1=C(C=CC(=C1)F)S(=O)(=O)NC1=C(C2=C([C@@H]3[C@H](CO2)C3)C=C1)C(=O)O)C |r| (1aRS,7bSR)-5-[2-(4-dimethylaminobutylamino)-4-fluorobenzenesulfonyl-amino]-1,1a,2,7b-tetrahydrocyclopropa-[c]benzopyran-4-carboxylic acid